C(C)(C)(C)C1=NNC(=C1)C(=O)NCC=1SC(=NN1)C1=CC=CC=C1 3-(tert-butyl)-N-((5-phenyl-1,3,4-thiadiazol-2-yl)methyl)-1H-pyrazole-5-carboxamide